1-(3-(4-chloro-3,5-dimethylphenoxy)propyl)-1,2,3,4-tetrahydroquinoline-6-carboxylic acid ClC1=C(C=C(OCCCN2CCCC3=CC(=CC=C23)C(=O)O)C=C1C)C